methylMethyl-5-(trifluoromethyl)pyrrolidine-1-carboxylic acid methyl ester COC(=O)N1C(CCC1C(F)(F)F)(C)C